C(#N)C1=C(C=C(C=C1)[C@]1(O)[C@H](O)[C@@H](O)[C@H](O)[C@H](O1)CO)CC1=CC=C(C=C1)C1CC1 1-Cyano-2-(4-cyclopropylbenzyl)-4-(β-D-glucopyranos-1-yl)-benzol